C[C@H]1N([C@H](CN(C1)C(=O)C1=C(C=C(C=C1)OC)F)C)C(=O)C1=C(C=C(C=C1)OC)F ((2R,6S)-2,6-dimethylpiperazin-1,4-diyl)bis((2-fluoro-4-methoxyphenyl)methanone)